2,7-bis(4-(trifluoromethyl)phenyl)-9H-carbazole FC(C1=CC=C(C=C1)C1=CC=2NC3=CC(=CC=C3C2C=C1)C1=CC=C(C=C1)C(F)(F)F)(F)F